3-(3-isopropyl-2-(8-methoxy-[1,2,4]triazolo[1,5-a]pyridin-6-yl)-1H-indol-5-yl)-N-(2-(methylsulfonyl)ethyl)cyclobutan-1-amine C(C)(C)C1=C(NC2=CC=C(C=C12)C1CC(C1)NCCS(=O)(=O)C)C=1C=C(C=2N(C1)N=CN2)OC